ClC1=C(C(=CC=C1)F)COC1=CC=C(C=C1)B(O)O (4-[(2-CHLORO-6-FLUOROPHENYL)METHOXY]PHENYL)BORANEDIOL